NC1=C(C(=O)NC2=CC=NC=C2)C=C(C=N1)Br 2-amino-5-bromo-N-(4-pyridinyl)nicotinamide